N1(CCOCC1)C(=O)N1CCCCC1 1-(morpholin-4-carbonyl)piperidin